FC1(CC(C1)C(=O)N(C)C)F 3,3-difluoro-N,N-dimethylcyclobutane-1-carboxamide